2-((2S,4S)-4-(8-chloro-6-fluoro-4-(2-methyl-1H-imidazol-1-yl)-7-phenyl-1H-[1,2,3]triazolo[4,5-c]quinolin-1-yl)-1-((E)-4-(dimethylamino)but-2-enoyl)piperidin-2-yl)acetonitrile ClC1=CC=2C3=C(C(=NC2C(=C1C1=CC=CC=C1)F)N1C(=NC=C1)C)N=NN3[C@@H]3C[C@H](N(CC3)C(\C=C\CN(C)C)=O)CC#N